C(C)(C)(C)OC(=O)N1CCN(CC1)C1=NC(=CC=C1F)Br 4-(6-Bromo-3-fluoropyridin-2-yl)piperazine-1-carboxylic acid tert-butyl ester